2-nitro-5-((4-(piperidin-1-yl)phenyl)thio)aniline Di(but-3-en-1-yl)(1S,2S,3S,4S)-1,4-dimethyl-7-oxo-5,6-diphenylbicyclo[2.2.1]hept-5-ene-2,3-dicarboxylate C(CC=C)OC(=O)[C@@H]1[C@]2(C(=C([C@]([C@H]1C(=O)OCCC=C)(C2=O)C)C2=CC=CC=C2)C2=CC=CC=C2)C.[N+](=O)([O-])C2=C(N)C=C(C=C2)SC2=CC=C(C=C2)N2CCCCC2